COC1=C2C(=CNC2=CC=C1)C(C(=O)N(C)C)C 2-(4-methoxy-1H-indol-3-yl)-N,N-dimethylpropionamide